N2-Methyl-N5-(6-(1-(1-methylpiperidin-4-yl)-1H-pyrazol-4-yl)isoquinolin-3-yl)pyridine-2,5-dicarboxamide CNC(=O)C1=NC=C(C=C1)C(=O)NC=1N=CC2=CC=C(C=C2C1)C=1C=NN(C1)C1CCN(CC1)C